CC(C)(C#CC(C)(O)C)O 2,5-dimethylhex-3-yne-2,5-diol